N-tetradecyl-2-cyano-3-t-butylcarbonyloxy-pyridin-4-one C(CCCCCCCCCCCCC)N1C(=C(C(C=C1)=O)OC(=O)C(C)(C)C)C#N